BrC=1SC=CC1CC(=O)N 2-(2-bromothien-3-yl)acetamide